C(CCC)C1CCC(CC1)(O)C=C 4-butyl-1-vinylcyclohexan-1-ol